N-(2-methoxyphenyl)-6-(7-(1-methyl-1H-pyrazol-4-yl)imidazo[1,2-a]pyridin-3-yl)pyridin-2-amine COC1=C(C=CC=C1)NC1=NC(=CC=C1)C1=CN=C2N1C=CC(=C2)C=2C=NN(C2)C